2,6-dimethyl-phenylhydrazine benzyl-4-[2-(1-tert-butoxycarbonyl-4-piperidyl)-2-oxo-ethyl]piperazine-1-carboxylate C(C1=CC=CC=C1)OC(=O)N1CCN(CC1)CC(=O)C1CCN(CC1)C(=O)OC(C)(C)C.CC1=C(C(=CC=C1)C)NN